CC1=NC=C(C(=O)NCC2=NC=C3C=CC(=NC3=C2)C2=NC(=CC=C2)N2C[C@@H](O[C@H](C2)C(F)(F)F)C)C=C1S(=O)(=O)C 6-methyl-N-((2-(6-((trans)-2-methyl-6-(trifluoromethyl)morpholino)pyridin-2-yl)-1,6-naphthyridin-7-yl)methyl)-5-(methylsulfonyl)nicotinamide